C1(CCCCC1)C[C@@H](C(=O)N[C@H](C=O)CCC(=O)N(CCCCC)C)NC(OCC1=CC(=CC=C1)Cl)=O 3-chlorobenzyl ((S)-3-cyclohexyl-1-(((S)-5-(methyl(pentyl)amino)-1,5-dioxopentan-2-yl)amino)-1-oxopropan-2-yl)carbamate